(S)-(5-oxotetrahydrofuran-2-yl) methyl-4-methylbenzenesulfonate CC1=C(C=CC(=C1)C)S(=O)(=O)O[C@@H]1OC(CC1)=O